[Na+].P(=O)([O-])([O-])O[C@H]1[C@@H](O[C@@H]([C@H]1O)CO)[15N]1C(=O)NC(=O)C=C1.[Na+] uridine-15N-2'-monophosphate sodium salt